BrC1=CC(=C(C(=O)NC2=CC=CC3=C2N=C2N3CCC2(F)F)C=C1)C1=CCC2(CC2)CC1 4-bromo-N-(3,3-difluoro-2,3-dihydro-1H-benzo[d]pyrrolo[1,2-a]imidazol-5-yl)-2-(Spiro[2.5]oct-5-en-6-yl)benzamide